C(#N)CC(=O)N1CCN(CC1)C1=C2C(=NC=C1)NC=C2 4-(4-(2-cyanoacetyl)piperazin-1-yl)-1H-pyrrolo[2,3-b]pyridin